C(#N)CCCN1CCC(CC1)NC1=CC=CC(=N1)C1=NC2=CC(=NC=C2C=C1)CNC(C1=CN=CC(=C1)S(=O)(=O)C)=O N-((2-(6-((1-(3-cyanopropyl)piperidin-4-yl)amino)pyridin-2-yl)-1,6-naphthyridin-7-yl)methyl)-5-(methylsulfonyl)nicotinamide